Trimethyl-ammonium tetrakis(pentafluorophenyl)borate FC1=C(C(=C(C(=C1[B-](C1=C(C(=C(C(=C1F)F)F)F)F)(C1=C(C(=C(C(=C1F)F)F)F)F)C1=C(C(=C(C(=C1F)F)F)F)F)F)F)F)F.C[NH+](C)C